5-[(3R)-3-isopropoxypyrrolidin-1-yl]pyridazin-3-one C(C)(C)O[C@H]1CN(CC1)C1=CC(NN=C1)=O